cis-2-(L-Threonyl)-7-methyl-N-(3,4,5-trifluorophenyl)-2,3,3a,4,10,10a-hexahydro-1H,7H-dipyrrolo[3,4-b:3',4'-f][1,4,5]oxathiazocin-8-carboxamid-5,5-dioxid N[C@@H]([C@H](O)C)C(=O)N1C[C@H]2NS(C=3C(OC[C@H]2C1)=C(N(C3)C)C(=O)NC3=CC(=C(C(=C3)F)F)F)(=O)=O